bis(2-methyl-4-isopropyl-indenyl)zirconium dichloride [Cl-].[Cl-].CC=1C(C2=CC=CC(=C2C1)C(C)C)[Zr+2]C1C(=CC2=C(C=CC=C12)C(C)C)C